palladium silver copper gold platinum zinc [Zn].[Pt].[Au].[Cu].[Ag].[Pd]